2-acetamido-3-(6-fluoro-1H-indol-3-yl)propanoic acid C(C)(=O)NC(C(=O)O)CC1=CNC2=CC(=CC=C12)F